C(C)OC(=O)C=1N2C(C(NC=3C=CC=C(C1)C23)=O)CC.COC=2C=C(C=CC2)C=2C=C3CNCC3=CC2 5-(3-methoxyphenyl)isoindoline ethyl-11-ethyl-10-oxo-1,9-diazatricyclo[6.3.1.04,12]dodeca-2,4,6,8(12)-tetraene-2-carboxylate